OC1=C(C(=O)C2=CC=CC=C2)C=CC(=C1)OCCCCCCCC hydroxy-4-octoxybenzophenone